C1(CC1)N([C@@H]1CC[C@H](CC1)NC)C1=CC=CC=C1 trans-(4-(cyclopropyl(phenyl)amino)cyclohexyl)(methyl)amine